CN(C(OC1=C(C=C2C(=C(C(OC2=C1)=O)CC1=C(C(=CC=C1)NS(NC)(=O)=O)F)CCl)Cl)=O)C 6-chloro-4-(chloromethyl)-3-(2-fluoro-3-((N-methylsulfamoyl)amino)benzyl)-2-oxo-2H-chromen-7-yl dimethylcarbamate